C(C)OC(C)N1N=CC(=C1)C=1C=CC=2N(C1N1CCCCC1)N=C(N2)N[C@H]2CN(CCC2)C(=O)OC(C)(C)C tert-butyl (3R)-3-((6-(1-(1-ethoxyethyl)-1H-pyrazol-4-yl)-5-(piperidin-1-yl)-[1,2,4]triazolo[1,5-a]pyridin-2-yl)amino)piperidine-1-carboxylate